(R)-4-(bicyclo[1.1.1]pentan-2-ylamino)-6-(5-cyano-1H-pyrazolo[3,4-b]pyridin-1-yl)-N-(2-fluoro-3-hydroxy-3-methylbutyl)nicotinamide C12C(C(C1)C2)NC2=CC(=NC=C2C(=O)NC[C@H](C(C)(C)O)F)N2N=CC=1C2=NC=C(C1)C#N